OC(=O)C(F)(F)F.N1(N=NC=C1)C[C@@H]1C[C@H](CN1)NC(=O)C=1OC(=NN1)C1=C(C=CC(=C1)OC(F)(F)F)C1CC1 N-((3R,5S)-5-((1H-1,2,3-triazol-1-yl)methyl)pyrrolidin-3-yl)-5-(2-cyclopropyl-5-(trifluoromethoxy)phenyl)-1,3,4-oxadiazole-2-carboxamide TFA salt